methyl 1-((6-(1-(2,6-dichlorophenyl)azetidin-3-yl)-5-methylpyridin-3-yl)methyl)piperidine-4-carboxylate ClC1=C(C(=CC=C1)Cl)N1CC(C1)C1=C(C=C(C=N1)CN1CCC(CC1)C(=O)OC)C